NC=1C2=C(N=CN1)N(C(=C2C2=CC=C(C(=O)N(C[C@@H]1COCC1)C)C=C2)C2=CC=C(C=C2)NC(C(=C)C)=O)C (R)-4-(4-amino-6-(4-methacrylamido-phenyl)-7-methyl-7H-pyrrolo[2,3-d]pyrimidin-5-yl)-N-methyl-N-((tetrahydrofuran-3-yl)methyl)benzamide